5-(2-methoxybenzyl)-1H-indazol-3-amine COC1=C(CC=2C=C3C(=NNC3=CC2)N)C=CC=C1